ClC1=C(C=C(C#N)S(=O)(=O)C2=CC=CC=C2)C=CC=C1Cl 2,3-dichloro-alpha-benzenesulfonyl-cinnamonitrile